CC(=O)CC(=O)CC(=O)C(=O)[O-] The molecule is a trioxo monocarboxylic acid anion. It derives from a heptanoate. It is a conjugate base of a 2,4,6-trioxoheptanoic acid.